OC1=C(C=C(C=C1)C(C)(C)C1=CC(=C(C=C1)O)NC(C)C)NC(C)C 2,2-bis[4-hydroxy-3-(isopropyl)aminophenyl]propane